rac-N-[(3S,4R)-4-(4-chloro-phenyl)-1-(4-methanesulfonyl-piperazine-1-carbonyl)-pyrrolidin-3-yl]-2-(3,5-dichloro-phenyl)-N-methyl-isobutyramide ClC1=CC=C(C=C1)[C@H]1[C@@H](CN(C1)C(=O)N1CCN(CC1)S(=O)(=O)C)N(C(C(C)(C)C1=CC(=CC(=C1)Cl)Cl)=O)C |r|